C(C)C=1N=NN(N1)C1=CC(=C(C(=O)OC)C=C1)F methyl 4-(5-ethyl-2H-tetrazol-2-yl)-2-fluorobenzoate